CC=1C=C2C(=NC1)C(=NN2C2CN(CC2)C(C=C)=O)C2=CC=C(C=C2)C(F)(F)F 1-(3-(6-methyl-3-(4-(trifluoromethyl)phenyl)-1H-pyrazolo[4,3-b]pyridin-1-yl)pyrrolidin-1-yl)prop-2-en-1-one